(S)-1-(4-morpholinophenyl)-N-(1-phenylprop-2-yl)methylamine O1CCN(CC1)C1=CC=C(C=C1)CN[C@H](CC1=CC=CC=C1)C